FC(COC=1C=C(C=CC1)N1C(N(C2=C1C=CC(=C2)C(=O)NC2(CCS(CC2)(=O)=O)C)[C@@H](C)C(C)(C)O)=O)F (S)-1-(3-(2,2-difluoroethoxy)phenyl)-3-(3-hydroxy-3-methyl-butan-2-yl)-N-(4-methyl-1,1-dioxidotetrahydro-2H-thiopyran-4-yl)-2-oxo-2,3-dihydro-1H-benzo[d]imidazole-5-carboxamide